[Si](C)(C)(C(C)(C)C)O[C@H]1C[C@@H](N(C1)C(=O)OCC1=CC=CC=C1)C=1N=C2N(N=C(C=C2)C2CC2)C1 benzyl (2R,4S)-4-((tert-butyldimethylsilyl)oxy)-2-(6-cyclopropylimidazo[1,2-b]pyridazin-2-yl)pyrrolidine-1-carboxylate